(S)-tert-Butyl (2-(2-((4-(3-((2-(1-hydroxyethyl)-1H-imidazol-1-yl)methyl)isoxazol-5-yl)phenyl)ethynyl)-7-azaspiro[3.5]nonan-7-yl)-2-oxoethyl)carbamate O[C@@H](C)C=1N(C=CN1)CC1=NOC(=C1)C1=CC=C(C=C1)C#CC1CC2(C1)CCN(CC2)C(CNC(OC(C)(C)C)=O)=O